C[C@H]1N(CCN(C1)C=1C=C2C(=NC=NC2=CC1)NC1=CC(=C(C=C1)OC1=CC2=C(N(C=N2)C)C=C1)C)C(C=C)=O 1-[(2R)-2-methyl-4-[4-({3-methyl-4-[(1-methyl-1,3-benzodiazol-5-yl)oxy]phenyl}amino)quinazolin-6-yl]piperazin-1-yl]prop-2-en-1-one